(2-(benzo[c][1,2,5]oxadiazol-5-ylmethoxy)-4-((2-methyl-[1,1'-biphenyl]-3-yl)methoxy)benzyl)-D-serine N=1ON=C2C1C=CC(=C2)COC2=C(CN[C@H](CO)C(=O)O)C=CC(=C2)OCC=2C(=C(C=CC2)C2=CC=CC=C2)C